NC1=NC=NN2C1=C(C=C2C=2C=C(C(=NC2)OC)C(=O)N[C@@H]2CN(C[C@@H]2F)C(C)C=2SC=C(N2)Cl)C(F)(F)F 5-[4-amino-5-(trifluoromethyl)-pyrrolo[2,1-f][1,2,4]triazin-7-yl]-N-[(3R,4S)-1-[1-(4-chloro-1,3-thiazol-2-yl)ethyl]-4-fluoropyrrolidin-3-yl]-2-methoxypyridine-3-carboxamide